(2R)-2-[6-(2,5-dichloropyrimidin-4-yl)-1-oxo-2,3-dihydro-1H-isoindol-2-yl]-N-[(1R)-1-[5-(difluoromethyl)-2-fluorophenyl]ethyl]-3-hydroxypropanamide ClC1=NC=C(C(=N1)C1=CC=C2CN(C(C2=C1)=O)[C@@H](C(=O)N[C@H](C)C1=C(C=CC(=C1)C(F)F)F)CO)Cl